C(C)(=O)N1CC2(C1)N(CCC2)C2=C(C=CC=C2)/C=C/C(=O)NO (E)-3-(2-(2-acetyl-2,5-diazaspiro[3.4]octan-5-yl)phenyl)-N-hydroxyacrylamide